N-(2H3)methyl-2-{4-[4-({2-[(2H3)methyloxy](2H4)ethyl}oxy)phenyl]piperazin-1-yl}ethanamine C(NCCN1CCN(CC1)C1=CC=C(C=C1)OC(C(OC([2H])([2H])[2H])([2H])[2H])([2H])[2H])([2H])([2H])[2H]